[N+]1(=CC=CC=C1)S(=O)(=O)[O-] Pyridiniosulfonate